C(C)(C)(C)OC(NN1CCC2=CC(=CC(=C12)C#N)C=1C=C2C=C(C(=C(N2C1)C(=C)N1CCOCC1)C)C(=O)OC(C)C)=O 7-cyano-5-(7-(isopropoxycarbonyl)-6-methyl-5-(1-morpholinylvinyl)indolizin-2-yl)indolin-1-carbamic acid tert-butyl ester